FC=1C=CC(=C2CCC(NC12)=O)OCC1(CCN(CC1)C(CC)CC)O 8-fluoro-5-((4-hydroxy-1-(pentan-3-yl)piperidin-4-yl)methoxy)-3,4-dihydroquinolin-2(1H)-one